[Na+].ClC=1C=C(C(C(=O)[O-])=CC1)C(=O)O 4-chlorophthalic acid, monosodium salt